BrC=1C=CC2=C(N(C(=N2)C2CCC(CC2)(F)F)[C@H](COC)C)C1 (S)-6-bromo-2-(4,4-difluorocyclohexyl)-1-(1-methoxypropan-2-yl)-1H-benzo[d]imidazole